NCCOCCNC(=O)C1=C(C=C(C=C1)NC(=O)C=1N(C(=CN1)C1=C(C(=C(C=C1)OC)F)F)C)Cl N-[4-[2-(2-Aminoethoxy)ethylcarbamoyl]-3-chlorophenyl]-5-(2,3-difluoro-4-methoxyphenyl)-1-methylimidazol-2-carboxamid